ClC1=C(C=C(C=C1)C1=CC(=NC=C1)C(C(C)(C)C)=O)C[C@@H](C(=O)NC1=CC=C(C=C1)C1=NN=CN1C)NC(=O)C=1C(=NOC1)C N-[(1S)-1-[[2-chloro-5-[2-(2,2-dimethylpropanoyl)-4-pyridyl]phenyl]methyl]-2-[4-(4-methyl-1,2,4-triazol-3-yl)anilino]-2-oxo-ethyl]-3-methyl-isoxazole-4-carboxamide